FC[C@H]1[C@@H](C1)NC(=O)C=1N=C(SC1)C=1NC=CN1 N-((1R,2R)-2-(fluoromethyl)cyclopropyl)-2-(1H-imidazol-2-yl)thiazole-4-carboxamide